Tricyanomethanid C(#N)[C-](C#N)C#N